7-bromo-1-methyl-2-ethyl-6-fluoro-1,2,3,4-tetrahydroisoquinoline BrC1=C(C=C2CCN(C(C2=C1)C)CC)F